[Sn].C(CCC)(=O)O butyric acid tin